(hydroxyiminomethylene)-1H-benzo[d][1,2,3]triazol-1-carboxylate ON=C=C1C=CC=C2N(NN=C21)C(=O)[O-]